aminomethylmethanol NCCO